CN1N=CC=C1C1=CC2=C(OCO2)C=C1 Methyl-5-(2H-1,3-benzodioxol-5-yl)-1H-pyrazole